Cl.C(#N)C1=C(C=C(C=C1)N1CCC(CC1)C(=O)NC1=NC=C(C=C1)N1CCC(CC1)CN(CCN1CCNCC1)C)C(F)(F)F 1-(4-cyano-3-(trifluoromethyl)phenyl)-N-(5-(4-((methyl(2-(piperazin-1-yl)ethyl)amino)methyl)piperidin-1-yl)pyridin-2-yl)piperidine-4-carboxamide hydrochloride